C(C)(C)(C)OC(=O)N[C@@H](CC1=C(C=C(OCB(O)O)C=C1)F)C(=O)OC (S)-((4-(2-((tert-butoxycarbonyl)amino)-3-methoxy-3-oxopropyl)-3-fluorophenoxy)methyl)boronic acid